C1(CC1)NC(C(C(C[C@H]1C(NCC1)=O)NC([C@H](CC(C)(C)C)NC(CC(C(F)(F)F)C1=CC=CC=C1)=O)=O)=O)=O (2S)-N-(4-(cyclopropylamino)-3,4-dioxo-1-((S)-2-oxopyrrolidin-3-yl)butan-2-yl)-4,4-dimethyl-2-((-)-4,4,4-trifluoro-3-phenylbutanamido)pentanamide